C(C)(C)N1CCN(CC1)CCNC=1C=NC2=CC=C(N=C2C1)C1=C(N=C2N1C=CC=C2)C2=NC(=CC=C2)C N-(2-(4-isopropylpiperazin-1-yl)ethyl)-6-(2-(6-methylpyridin-2-yl)imidazo[1,2-a]pyridin-3-yl)-1,5-naphthyridin-3-amine